N-(4-(Hydroxymethyl)-2,6-dimethylphenyl)-4-(thiazol-2-yl)pyrimidine-2-carboxamide OCC1=CC(=C(C(=C1)C)NC(=O)C1=NC=CC(=N1)C=1SC=CN1)C